FC1=C(C=CC(=C1F)C=1C=NNC1)C1=NN=C(S1)N1CC2(C1)CCN(CC2)C(=O)OC(C)(C)C tert-Butyl 2-(5-(2,3-difluoro-4-(1H-pyrazol-4-yl)phenyl)-1,3,4-thiadiazol-2-yl)-2,7-diazaspiro[3.5]nonane-7-carboxylate